C(C)(C)(C)OC(=O)N1CC(C1)(C)[C@@](C1=CC=C(C=C1)C(C)C)(O)C1=CN=NC(=C1)Cl 3-[(R)-(6-Chloro-pyridazin-4-yl)-hydroxy-(4-isopropyl-phenyl)-methyl]-3-methyl-azetidine-1-carboxylic acid tertbutyl ester